2-[3-(5-amino-2-tert-butyl-pyrazol-3-yl)cyclopentyl]isoindoline-1,3-dione NC=1C=C(N(N1)C(C)(C)C)C1CC(CC1)N1C(C2=CC=CC=C2C1=O)=O